NC1=C(C=C(C=C1)C=1SC=CC1)NC(OCC1CN(C1)C)=O (1-methylazetidin-3-yl)methyl (2-amino-5-(thiophen-2-yl)phenyl)carbamate